2-(5-methyl-6-(piperidin-3-ylamino)pyridazin-3-yl)-5-(trifluoromethyl)phenol CC=1C=C(N=NC1NC1CNCCC1)C1=C(C=C(C=C1)C(F)(F)F)O